C(C)ON1CCCC2=CC=CN=C12 ethoxy-1,2,3,4-tetrahydro-1,8-naphthyridine